2-(difluoromethyl)oxazole-4-carboxylic acid FC(C=1OC=C(N1)C(=O)O)F